O=C(C(=O)O)CCP(=O)(OC)OO 2-oxo-4-[hydroxy(methyl)phosphono]butanoic acid